4-(Pyridazin-3-ylmethyl)-1H-pyrazole-1-carboxylic acid tert-butyl ester C(C)(C)(C)OC(=O)N1N=CC(=C1)CC=1N=NC=CC1